ClC1=C2CCN(C(C2=CC=C1)=O)CCNC(=O)[C@H]1N(C[C@@H](C1)O)C([C@H](C(C)(C)C)N1N=NC(=C1)C1CC1)=O (2S,4R)-N-[2-(5-chloro-1-oxo-3,4-dihydroisoquinolin-2-yl)ethyl]-1-[(2S)-2-(4-cyclopropyltriazol-1-yl)-3,3-dimethyl-butanoyl]-4-hydroxy-pyrrolidine-2-carboxamide